C(C)(C)(C)OC(N(C)C[C@@H]1CCOC2=C1C=CC=C2C2=CN=CN2)=O.BrC2=C(C(=C(C=C2C)C(C)O[Si](C)(C)C(C)(C)C)F)F (1-(4-Bromo-2,3-difluoro-5-methylphenyl)ethoxy)(tert-butyl)dimethylsilane tert-butyl-N-{[(4R)-8-(1H-imidazol-5-yl)-3,4-dihydro-2H-1-benzopyran-4-yl]methyl}-N-methylcarbamate